ClC=1C=C(C=CC1C)NC(CC(C)(C)C1=CC(=CC=C1)NC1C(N(C(C1)=O)C1C(NC(CC1)=O)=O)=O)=O N-(3-chloro-4-methylphenyl)-3-(3-((1-(2,6-dioxopiperidin-3-yl)-2,5-dioxopyrrolidin-3-yl)-amino)phenyl)-3-methylbutanamide